C(C1=CC=CC=C1)N1CCC(CC1)(C1=CC=CC=C1)C[N+]#[C-] 1-BENZYL-4-(ISOCYANOMETHYL)-4-PHENYLPIPERIDINE